1-methyl-3-(2-chloro-4-pyrimidinyl)-6-trifluoromethyl-indole CN1C=C(C2=CC=C(C=C12)C(F)(F)F)C1=NC(=NC=C1)Cl